OC1=CNC=C1O 3,4-dihydroxypyrrole